(2S,5R)-2,5-diethyl-4-(1-(4-fluoro-2-(trifluoromethoxy)phenyl)ethyl)piperazine C(C)[C@@H]1NC[C@H](N(C1)C(C)C1=C(C=C(C=C1)F)OC(F)(F)F)CC